[Br-].[Br-].C1(=CC=C(C=C1)OC=1C=[N+](C=CC1)CCCCCCCCCCCC)OC=1C=[N+](C=CC1)CCCCCCCCCCCC 3,3'-[1,4-phenylenebis(oxy)]bis(1-dodecylpyridinium) dibromide